(R)-N-(8'-(azetidin-1-yl)-4'H-spiro[cyclopropane-1,5'-naphtho[2,1-d]isoxazol]-3'-yl)-2,6-dimethoxy-4-(octahydropyrrolo[1,2-a]pyrazine-2-carbonyl)benzenesulfonamide N1(CCC1)C1=CC=C2C3(CC=4C(=NOC4C2=C1)NS(=O)(=O)C1=C(C=C(C=C1OC)C(=O)N1C[C@@H]2N(CC1)CCC2)OC)CC3